2-((Boc)amino)-5-cyclopropyl-4-fluorobenzoic acid methyl ester COC(C1=C(C=C(C(=C1)C1CC1)F)NC(=O)OC(C)(C)C)=O